FC1=CC=C(C=C1)C1SCC(N1C1=C(C=C(C(=O)OC=2C(=NC=CC2)CN2CCOCC2)C=C1)C)=O 2-(Morpholin-4-ylmethyl)pyridin-3-yl 4-[2-(4-fluorophenyl)-4-oxo-1,3-thiazolidin-3-yl]-3-methylbenzoate